The molecule is dicarboxylate anion of (S)-2-acetamido-6-oxopimelic acid; major species at pH 7.3. It is a conjugate base of a (S)-2-acetamido-6-oxopimelic acid. CC(=O)N[C@@H](CCCC(=O)C(=O)[O-])C(=O)[O-]